CCCCCCCC/C=C\\CCCCCCCCCC(=O)CC(=O)SCCNC(=O)CCNC(=O)[C@@H](C(C)(C)COP(=O)([O-])OP(=O)([O-])OC[C@@H]1[C@H]([C@H]([C@@H](O1)N2C=NC3=C(N=CN=C32)N)O)OP(=O)([O-])[O-])O The molecule is an acyl-CoA(4-) arising from deprotonation of the phosphate and diphosphate functions of (13Z)-3-oxodocosenoyl-CoA. It is a 3-oxo-fatty acyl-CoA(4-) and an 11,12-saturated fatty acyl-CoA(4-). It is a conjugate base of a (13Z)-3-oxodocosenoyl-CoA.